8-cyclopropoxy-6-(2,4-dimethoxypyrimidin-5-yl)imidazo[1,2-b]pyridazine C1(CC1)OC=1C=2N(N=C(C1)C=1C(=NC(=NC1)OC)OC)C=CN2